N-eicosapentaenoyl-glycine C(C=CC=CC=CC=CC=CCCCCCCCCC)(=O)NCC(=O)O